C1(CC1)CNC1=C2C(=NC=3C=C(C(=CC13)OC)OCC1CN(OCC1)C)CCC2 N-(cyclopropylmethyl)-7-methoxy-6-[(2-methyl-1,2-oxazinan-4-yl)methoxy]-1H,2H,3H-cyclopenta[b]quinolin-9-amine